(1R,2R)-2-(4-(6-(3-(5-fluoro-6-methylpyridin-2-yl)-1H-pyrazol-4-yl)-1,5-naphthyridin-3-yl)-1H-pyrazol-1-yl)cyclohexan-1-amine FC=1C=CC(=NC1C)C1=NNC=C1C=1N=C2C=C(C=NC2=CC1)C=1C=NN(C1)[C@H]1[C@@H](CCCC1)N